5-[6-(2-fluoro-benzyloxy)-naphthalene-2-ylmethyl]-thiazolidine-2,4-dione FC1=C(COC=2C=C3C=CC(=CC3=CC2)CC2C(NC(S2)=O)=O)C=CC=C1